(4-Bromo-6-fluoro-1-((2-(trimethylsilyl)ethoxy)methyl)-1H-indazol-7-yl)methanol BrC1=C2C=NN(C2=C(C(=C1)F)CO)COCC[Si](C)(C)C